2-(2-methoxyprop-2-yl)thiazole-5-sulfinic acid methyl ester COS(=O)C1=CN=C(S1)C(C)(C)OC